CON(C(CCCCCCC(=O)OCC(CCCCCCCC)CCCCCCCC)=O)C 2-octyldecyl 8-(methoxy (methyl) amino)-8-oxooctanoate